OC1=C(C(=S)S)C=C(C(=C1)O)C(C)C 2,4-dihydroxy-5-isopropylbenzodithioic acid